3-(5-(3-((bis(benzyloxy)phosphoryl)oxy)-4-hydroxy-5-nitrophenyl)-1,2,4-oxadiazol-3-yl)-2,5-dichloro-4,6-dimethylpyridine 1-oxide C(C1=CC=CC=C1)OP(=O)(OCC1=CC=CC=C1)OC=1C=C(C=C(C1O)[N+](=O)[O-])C1=NC(=NO1)C=1C(=[N+](C(=C(C1C)Cl)C)[O-])Cl